C(#N)[C@H](C[C@H]1C(NCC1)=O)NC([C@@H](NC(COC(C)C)=O)CC(C)C)=O N-{(1S)-1-cyano-2-[(3S)-2-oxopyrrolidin-3-yl]ethyl}-N2-[(propan-2-yloxy)acetyl]-L-leucinamide